hydroxystearate Sodium [Na+].OC(C(=O)[O-])CCCCCCCCCCCCCCCC